3-(((R)-7-((2s,4R)-4-((2-hydroxyethyl)amino)-2-phenylpiperidine-1-carbonyl)-7-azaspiro[4.5]dec-10-yl)methyl)-6-phenylpyrimidin-4(3H)-one OCCN[C@H]1C[C@H](N(CC1)C(=O)N1CC2(CCCC2)[C@@H](CC1)CN1C=NC(=CC1=O)C1=CC=CC=C1)C1=CC=CC=C1